2-(2-chloro-4-methylbenzo[d]thiazol-6-yloxy)ethylcarbamic acid benzyl ester C(C1=CC=CC=C1)OC(NCCOC1=CC2=C(N=C(S2)Cl)C(=C1)C)=O